ClC1=NC(=CC(=C1)C(C(C1=NN=CN1C)(F)F)(C)F)Cl 2,6-dichloro-4-(1,1,2-trifluoro-1-(4-methyl-4H-1,2,4-triazol-3-yl)propan-2-yl)pyridine